N,N'-Bis(1-ethyl-3-methyl-pentyl)-p-phenylendiamin C(C)C(CC(CC)C)NC1=CC=C(C=C1)NC(CC(CC)C)CC